butyl 3-((4-(methylsulfonyl)phenoxy)methyl)azepane-1-carboxylate CS(=O)(=O)C1=CC=C(OCC2CN(CCCC2)C(=O)OCCCC)C=C1